N1C(C(C2=CC3=C(C=C12)OC1=C3C=CC=C1)=O)=O 1H-benzofuro[3,2-f]indole-2,3-dione